BrC=1C=CC(=C(C1)NC1(CNCCC1)C)[N+](=O)[O-] N-(5-bromo-2-nitrophenyl)-3-methylpiperidin-3-amine